(2,6-dihydroxy-5'-methyl-4-pentyl-1',2',3',4'-tetrahydro-[1,1'-biphenyl]-3-yl)(1H-indol-1-yl)methanone OC1=C(C(=CC(=C1C(=O)N1C=CC2=CC=CC=C12)CCCCC)O)C1CCCC(=C1)C